C(C)OC(C(C[C@]1([C@@H](C=CC1=O)NC1=C(C=CC=C1)Cl)C1=CC=CC=C1)(F)F)=O 3-((1r,2r)-2-((2-chlorophenyl)amino)-5-oxo-1-phenylcyclopent-3-en-1-yl)-2,2-difluoropropionic acid ethyl ester